COC1=NC=CC=C1C1=CN2C(S1)=C(C=N2)C(=O)O 2-(2-methoxypyridin-3-yl)pyrazolo[5,1-b]thiazole-7-carboxylic acid